2(S)-hydroxysuccinic acid O[C@H](C(=O)O)CC(=O)O